CC1=CC2=C(C=CO2)C=C1 6-methyl-benzofuran